[Na].O.P phosphine hydrate sodium salt